tert-butyl 2-(4-[2-[2-(prop-2-yn-1-yloxy)ethoxy]ethyl]piperazin-1-yl)acetate C(C#C)OCCOCCN1CCN(CC1)CC(=O)OC(C)(C)C